6-(5-cyanopyrazin-2-ylamino)-N-methyl-4-((1-methylpiperidin-4-yl)methylamino)pyridazine-3-carboxamide C(#N)C=1N=CC(=NC1)NC1=CC(=C(N=N1)C(=O)NC)NCC1CCN(CC1)C